4,4-difluoro-1-nitro-pentan-2-ol FC(CC(C[N+](=O)[O-])O)(C)F